5-(tert-butoxycarbonyl)aminobenzothiophene-2-boronic acid C(C)(C)(C)OC(=O)NC=1C=CC2=C(C=C(S2)B(O)O)C1